N[C@H](C(=O)O)CCC(NC[C@H]1CNCC1)=O (2S)-2-amino-4-({[(3R)-pyrrolidin-3-yl]methyl}carbamoyl)butanoic acid